{4-[2-(bis-carboxymethyl-amino)-ethyl]-7-carboxymethyl-[1,4,7]triazonan-1-yl}acetic acid C(=O)(O)CN(CCN1CCN(CCN(CC1)CC(=O)O)CC(=O)O)CC(=O)O